C(C)(C)(C)OC(CCNC[C@H]1N(CCC1)C(=O)OCC1=CC=CC=C1)=O benzyl (S)-2-(((3-(tert-butoxy)-3-oxopropyl)amino)methyl)pyrrolidine-1-carboxylate